CC1=CC=C(C(=O)C2=CC=C(C=C2)N)C=C1 4-methyl-4'-aminobenzophenone